3-(2-(2-(2-(7-phenyl-2,7-diazaspiro[4.4]nonan-2-yl)isonicotinamido)ethoxy)-ethoxy)propanoic acid C1(=CC=CC=C1)N1CC2(CCN(C2)C=2C=C(C(=O)NCCOCCOCCC(=O)O)C=CN2)CC1